6-bromo-N-((1r,4r)-4-methoxycyclohexyl)pyridinecarboxamide BrC1=CC=CC(=N1)C(=O)NC1CCC(CC1)OC